(5R)-3-{6-[(3,3-dimethyl-2,3-dihydro-1-benzofuran-4-yl)oxy]-3-pyridinyl}-5-methyl-2,4-imidazolidinedione CC1(COC2=C1C(=CC=C2)OC2=CC=C(C=N2)N2C(N[C@@H](C2=O)C)=O)C